(S)-7-((3S,5R)-4-acryloyl-3,5-dimethylpiperazin-1-yl)-10-(3-chloro-4-fluorophenyl)-3-(methoxymethyl)-9-(trifluoromethyl)-2,3-dihydro-5H-[1,4]thiazino[2,3,4-ij]quinazolin-5-one C(C=C)(=O)N1[C@H](CN(C[C@H]1C)C1=NC(N2C3=C(C(=C(C=C13)C(F)(F)F)C1=CC(=C(C=C1)F)Cl)SC[C@@H]2COC)=O)C